NC=1C(=C(C=CC1F)NC(C1=C(C=CC(=C1)NC(=O)[C@@H]1C([C@H]1C1=CC(=CC=C1)C(F)(F)F)(Cl)Cl)Cl)=O)F N-(3-amino-2,4-difluorophenyl)-2-chloro-5-((1R,3R)-2,2-dichloro-3-(3-(trifluoromethyl)phenyl)cyclopropane-1-carboxamido)benzamide